2,6-di-tert-butyl-4-(9-anthracenyl)phenol C(C)(C)(C)C1=C(C(=CC(=C1)C=1C2=CC=CC=C2C=C2C=CC=CC12)C(C)(C)C)O